N-(1,2-Dimethylpiperidin-4-yl)-N-methyl-5-[7-(1H-pyrazol-4-yl)-1H-imidazo[4,5-c]pyridin-4-yl][1,3]thiazolo[5,4-d][1,3]thiazol-2-amin CN1C(CC(CC1)N(C=1SC=2N=C(SC2N1)C1=NC=C(C2=C1N=CN2)C=2C=NNC2)C)C